Ethyl (1R,2R,3aS,10aR)-5-fluoro-1-[(1E,3R,4S)-4-(2-fluorophenyl)-3-hydroxy-1-penten-1-yl]-2-hydroxy-2,3,3a,9,10,10a-hexahydro-1H-benzo[b]cyclopenta[f]oxepin-6-carboxylate FC1=C(C=CC2=C1O[C@@H]1[C@H](CC2)[C@H]([C@@H](C1)O)\C=C\[C@H]([C@@H](C)C1=C(C=CC=C1)F)O)C(=O)OCC